2-meth-oxy-4,6-dimethylpyrimidin-5-amine COC1=NC(=C(C(=N1)C)N)C